FC(C1=CC=C(C=C1)C1=C(C(=C2C=CC3=C(C=C(C4=CC=C1C2=C34)C3=CC=C(C=C3)C(F)(F)F)C3=CC=C(C=C3)C(F)(F)F)C3=CC=C(C=C3)C(F)(F)F)O)(F)F 1,3,6,8-tetra-(4-trifluoromethylphenyl)-2-hydroxypyrene